(2-chlorophenyl)-N-[5-(1-methylindol-2-yl)(1,3-thiazol-2-yl)]carboxamide ClC1=C(C=CC=C1)C(=O)NC=1SC(=CN1)C=1N(C2=CC=CC=C2C1)C